zinc docosanecarboxylate C(CCCCCCCCCCCCCCCCCCCCC)C(=O)[O-].[Zn+2].C(CCCCCCCCCCCCCCCCCCCCC)C(=O)[O-]